C(CCCCCCCCCCCCCCCCC)C(C(=O)[O-])(C)C1=CC(=C(C(=C1)C(C)(C)C)O)C(C)(C)C octadecyl-3,5-bis(1,1-dimethylethyl)-4-hydroxy-phenylpropionate